BrC1N(N2C(N=C(C=C2)CNCCO[Si](C)(C)C(C)(C)C)=C1)C 2-Bromo-5-(((2-((tert-butyldimethylsilyl)oxy)ethyl)amino)methyl)-1-methylpyrazolo[1,5-a]pyrimidin